C1(=CC=CC=C1)C=1C=2N(C=CC1)N=C(N2)C(=O)N[C@H]2COC1=C(N(C2=O)C)C=CC=C1 8-phenyl-N-[(3S)-5-methyl-4-oxo-2,3-dihydro-1,5-benzoxazepin-3-yl]-[1,2,4]triazolo[1,5-a]pyridine-2-carboxamide